2-((benzo[d]thiazol-5-ylmethyl)(cyclopropyl(tetrahydro-2H-pyran-4-yl)methyl)amino)-2-oxoacetic acid S1C=NC2=C1C=CC(=C2)CN(C(C(=O)O)=O)C(C2CCOCC2)C2CC2